O(C1=CC=CC=C1)[C@@H]1C[C@H](N(C1)C(=O)OCC1=CC=C(C=C1)NC(CC1=CC=C(C=C1)F)=O)C(=O)OCC#N 2-O-(cyanomethyl) 1-O-[[4-[[2-(4-fluorophenyl)acetyl]amino]phenyl]methyl] (2S,4R)-4-phenoxypyrrolidine-1,2-dicarboxylate